[Cu+].ClC=1N=CC(CC1Cl)(C(Cl)(Cl)Cl)Cl 2,3,5-trichloro-5-trichloromethyl-pyridine Copper (I)